ClC1=C2C=C(C=NC2=CC=C1)NC1=NC(=NC=C1)NC1=CC(=C(C=C1)OCCCN1CCCCC1)OC 4-(5-chloro-3-quinolylamino)-2-[3-methoxy-4-(3-piperidinopropoxy)phenylamino]pyrimidine